S(=O)(=O)([O-])[O-] (±)-sulfate